Isothiazol-1,1-dioxide S1(N=CC=C1)(=O)=O